3-methyl-2-(1-methyl-5-((1-methylpyrrolidin-3-yl)amino)-1H-imidazo[4,5-b]pyridin-2-yl)-5-(trifluoromethyl)phenol CC=1C(=C(C=C(C1)C(F)(F)F)O)C=1N(C=2C(=NC(=CC2)NC2CN(CC2)C)N1)C